S1C(=CC=C1)C=CC=1SC=CC1 1,2-Dithienylethen